4-(1-ethoxyethoxy)styrene C(C)OC(C)OC1=CC=C(C=C)C=C1